benzyl N-(4-oxocyclohexyl)carbamate O=C1CCC(CC1)NC(OCC1=CC=CC=C1)=O